C(C)O[Si](CCCOCC1OC1)(OCC)OCC triethoxy[3-(oxiranylmethoxy)propyl]silane